CC1=C(C=C(C=C1)S(=O)(=O)N1CC(CCC1)C(F)(F)F)C1=CN=C2C(=NC=NN21)N 7-(2-methyl-5-((3-(trifluoromethyl)piperidin-1-yl)sulfonyl)phenyl)imidazo[2,1-f][1,2,4]triazin-4-amine